CN1N=C2C=C(C=C(C2=C1)O[C@H](C)[C@@H]1CC(NC1)=O)B1OC(C(O1)(C)C)(C)C (4R)-4-[(1R)-1-[2-methyl-6-(4,4,5,5-tetramethyl-1,3,2-dioxaborolan-2-yl)indazol-4-yl]oxyethyl]pyrrolidin-2-one